C=1(C(=CC=C2C=CC=CC12)C(=O)Cl)C(=O)Cl Naphthalenedicarboxylic acid dichloride